2-amino-6-fluorobenzoic acid NC1=C(C(=O)O)C(=CC=C1)F